BrC1=CC=C(C=N1)C(C)=O 1-(6-bromo-3-pyridinyl)ethanone